tert-butyl 5-(methoxymethyl)indoline-1-carboxylate COCC=1C=C2CCN(C2=CC1)C(=O)OC(C)(C)C